ONC(=O)C=1C=2CN(CC2C=CC1)C1=NC2=C(N1)C(=CC=C2)C2=CC=CC=C2 N-hydroxy-2-(7-phenyl-1H-benzo[d]imidazol-2-yl)isoindoline-4-carboxamide